CC1=NN=C2N1C(C1=C(N2CCCCC)C=C(N1)C=1C=NN(C1)CC=1C=NC=C(C1)C)=O 3-Methyl-7-(1-((5-methylpyridin-3-yl)methyl)-1H-pyrazol-4-yl)-9-pentyl-6,9-dihydro-5H-pyrrolo[3,2-d][1,2,4]triazolo[4,3-a]pyrimidin-5-one